5-Methoxytryptamine hydrochloride Cl.COC1=CC=C2NC=C(CCN)C2=C1